C(C1=CC=CC=C1)N1N=C(C=C1/C=C/C(=O)OC)Br methyl (E)-3-(2-benzyl-5-bromo-pyrazol-3-yl)prop-2-enoate